1-[2-(benzyloxy)-3-methoxyphenyl]Ethan-1-one C(C1=CC=CC=C1)OC1=C(C=CC=C1OC)C(C)=O